(R)-(tetrahydrofuran-2-yl)methanaminium O1[C@H](CCC1)C[NH3+]